4-(4-fluoro-2-methoxy-phenoxy)-6-(trifluoromethyl)pyridine-3-carboxylic acid FC1=CC(=C(OC2=C(C=NC(=C2)C(F)(F)F)C(=O)O)C=C1)OC